FC=1C=C(C=CC1OCCC)B(O)O 3-FLUORO-4-PROPOXYPHENYLBORONIC ACID